9-xylylfluorene C1(=C(C(=CC=C1)C)C)C1C2=CC=CC=C2C=2C=CC=CC12